N-(4-((3-(1-((1S,2R)-2-fluorocyclopentyl)-1H-pyrazol-4-yl)-2-methoxyphenyl)amino)-5-methoxypyridin-2-yl)cyclopropanecarboxamide F[C@H]1[C@H](CCC1)N1N=CC(=C1)C=1C(=C(C=CC1)NC1=CC(=NC=C1OC)NC(=O)C1CC1)OC